4-[3-(1,3-dimethyl-6-{[(3-methylphenyl)methyl]oxy}pyrazolo[3,4-b]pyridin-5-yl)-1,2,4-oxadiazepin-5-yl]phenol CN1N=C(C=2C1=NC(=C(C2)C2=NOC=CC(=N2)C2=CC=C(C=C2)O)OCC2=CC(=CC=C2)C)C